(2-aminoethyl)-3-(2-chlorophenyl)urea NCCNC(=O)NC1=C(C=CC=C1)Cl